2-(1-((1,3-dioxan-2-yl)methyl)-1H-pyrazol-4-yl)-8-chloro-7-((2-methyl-1H-benzo[d]imidazol-6-yl)oxy)quinoxaline O1C(OCCC1)CN1N=CC(=C1)C1=NC2=C(C(=CC=C2N=C1)OC=1C=CC2=C(NC(=N2)C)C1)Cl